4-(4-(3,6-dihydro-2H-pyran-4-yl)-7-phenyl-4,7-dihydro-6H-pyrrolo[2,3-d]pyrimidin-2-yl)morpholine O1CCC(=CC1)C1C=2C(=NC(=N1)N1CCOCC1)N(CC2)C2=CC=CC=C2